BrC1=C(C=CC=C1)CC(=O)C1=CNC2=CC=CC=C12 2-(2-bromophenyl)-1-(1H-indol-3-yl)ethanone